ClC1=CC=2NC(CCCC2S1)=O 2-chloro-4h,5h,6h,7h,8h-thieno[3,2-b]azepin-5-one